O=C1NC(CCC1N1C(N(C2=C1C=CC(=C2)N2CCC(CC2)CCCCC=O)C)=O)=O 5-(1-(1-(2,6-dioxopiperidin-3-yl)-3-methyl-2-oxo-2,3-dihydro-1H-benzo[d]imidazol-5-yl)piperidin-4-yl)pentanal